4-(4-((tert-butyldimethylsilyl)oxy)phenyl)-1-methyl-1H-1,2,3-triazole-5-carbaldehyde [Si](C)(C)(C(C)(C)C)OC1=CC=C(C=C1)C=1N=NN(C1C=O)C